1,3-dimethoxy-1-[[4-[5-(trifluoro-methyl)-1,2,4-oxadiazol-3-yl]phenyl]methyl]urea CON(C(=O)NOC)CC1=CC=C(C=C1)C1=NOC(=N1)C(F)(F)F